2-cyanoacetic acid-2,5-dioxopyrrolidin-1-yl ester O=C1N(C(CC1)=O)OC(CC#N)=O